2-(4-((6,7-dimethoxyquinazolin-4-yl)oxy)-2-fluorophenyl)-N-(4-((4-methylpiperazin-1-yl)methyl)-3-(trifluoromethyl)phenyl)-2-oxoacetamide COC=1C=C2C(=NC=NC2=CC1OC)OC1=CC(=C(C=C1)C(C(=O)NC1=CC(=C(C=C1)CN1CCN(CC1)C)C(F)(F)F)=O)F